FC1=CC=C(C=C1C1=CC(=C(C=C1)OC)C(NC=1C=C2C(CCC2=CC1C(NC1=CC(=C(C=C1)F)C(F)(F)F)=O)=O)=O)C(=O)O 6-fluoro-3'-((6-((4-fluoro-3-(trifluoromethyl)phenyl)carbamoyl)-3-oxo-2,3-dihydro-1H-inden-5-yl)carbamoyl)-4'-methoxy-[1,1'-biphenyl]-3-carboxylic acid